N(=[N+]=[N-])C1=CC=C(C=C1)\C=C\C(=O)C1=CC=C(C=C1)N=[N+]=[N-] 4,4'-diazidochalcone